FC1=C(C=C(C=N1)C=1C(=C(C#N)C=CC1)N1CCC(CC1)C1=NN=CN1C)C 3-(6-fluoro-5-methylpyridin-3-yl)-2-(4-(4-methyl-4H-1,2,4-triazol-3-yl)piperidin-1-yl)benzonitrile